[C@H]12N([C@@H](C[C@@H]2C1)C(=O)OC)C(=O)OC(C)(C)C 2-(tert-butyl) 3-methyl (1S,3S,5S)-2-azabicyclo[3.1.0]hexane-2,3-dicarboxylate